BrC=1C(=CC(=NC1)Cl)NC1CC1 5-bromo-2-chloro-N-cyclopropylpyridine-4-amine